The molecule is a monocarboxylic acid anion that is the conjugate base of alpha-N-acetylneuraminyl-(2->6)-beta-D-galactosyl-(1->4)-N-acetyl-beta-D-glucosamine arising from deprotonation of the carboxylic acid function of the alpha-N-acetylneuraminyl residue. It is a monocarboxylic acid anion, an anionic ganglioside and a N-acetyl-alpha-neuraminyl-(2->6)-beta-D-galactoside(1-). It is a conjugate base of an alpha-N-acetylneuraminyl-(2->6)-beta-D-galactosyl-(1->4)-N-acetyl-beta-D-glucosamine. CC(=O)N[C@@H]1[C@H](C[C@@](O[C@H]1[C@@H]([C@@H](CO)O)O)(C(=O)[O-])OC[C@@H]2[C@@H]([C@@H]([C@H]([C@@H](O2)O[C@@H]3[C@H](O[C@H]([C@@H]([C@H]3O)NC(=O)C)O)CO)O)O)O)O